6-(2-ethoxyphenyl)-3-[(2R)-2-ethyl-4-[6-methoxy-2-(trifluoromethyl)pyridine-3-carbonyl]piperazin-1-yl]-N-[(3R)-1-methylpyrrolidin-3-yl]pyridine-2-carboxamide C(C)OC1=C(C=CC=C1)C1=CC=C(C(=N1)C(=O)N[C@H]1CN(CC1)C)N1[C@@H](CN(CC1)C(=O)C=1C(=NC(=CC1)OC)C(F)(F)F)CC